Diethyl (4-(7-(cyclopentylmethyl)-8-(4-isopropylphenethyl)-2,6-dioxo-1-(prop-2-yn-1-yl)-1,2,6,7-tetrahydro-purin-3-yl)butyl)phosphonate C1(CCCC1)CN1C(=NC=2N(C(N(C(C12)=O)CC#C)=O)CCCCP(OCC)(OCC)=O)CCC1=CC=C(C=C1)C(C)C